COC1=C(C=CC(=C1)S(=O)(=O)C)NCC#CC1=C(C2=C(S1)C(=CC=C2)NC2CC1(C2)CCN(CC1)C)CC(F)(F)F N-(2-(3-((2-methoxy-4-(methyl-sulfonyl)phenyl)amino)prop-1-yn-1-yl)-3-(2,2,2-trifluoroethyl)benzo[b]thiophen-7-yl)-7-methyl-7-azaspiro[3.5]nonan-2-amine